BrC1=CC=C(C=C1)/C=C/C(=O)N1CCN(CC1)C(=O)C1=CC2=C(OCCO2)C=C1 (E)-3-(4-bromophenyl)-1-(4-(2,3-dihydrobenzo[b][1,4]dioxin-6-carbonyl)piperazin-1-yl)prop-2-en-1-one